3-Chloro-2,4,6-trifluorobenzaldehyde ClC=1C(=C(C=O)C(=CC1F)F)F